(1R,2S)-1-(5-chloropyrimidin-2-yl)-N-(4-(4,6-dimethoxypyrimidin-5-yl)-5-((1S,3R)-3-methoxycyclopentyl)-4H-1,2,4-triazol-3-yl)-1-methoxypropane-2-sulfonamide ClC=1C=NC(=NC1)[C@H]([C@H](C)S(=O)(=O)NC1=NN=C(N1C=1C(=NC=NC1OC)OC)[C@@H]1C[C@@H](CC1)OC)OC